C1(CCCC1)C(C(=O)OC1=CC=C(C2=CC=CC=C12)C1=CC2=C(OCO2)C=C1)C1=CC=CC=C1 1-(benzo[d][1,3]dioxol-5-yl)naphthalen-4-yl 2-cyclopentyl-2-phenylacetate